(3-bromo-2,5,6-trifluorophenyl)boronic acid BrC=1C(=C(C(=C(C1)F)F)B(O)O)F